N-tert-butyl-2-{methyl[2-(3-methylpyridin-2-yl)-5H,6H,7H-cyclopenta[d]pyrimidin-4-yl]amino}acetamide C(C)(C)(C)NC(CN(C=1C2=C(N=C(N1)C1=NC=CC=C1C)CCC2)C)=O